3-[2-(hydroxymethyl)-4-(methylsulfamoyl)benzenesulfonyl]urea OCC1=C(C=CC(=C1)S(NC)(=O)=O)S(=O)(=O)NC(N)=O